ClC=1C(=NC=CN1)C(C)NCC1CC1 1-(3-chloropyrazin-2-yl)-N-(cyclopropylmethyl)ethylamine